5-(6-(1H-imidazol-2-yl)-5-(piperidin-4-ylmethylamino)pyridazin-3-ylamino)pyrazine-2-carbonitrile N1C(=NC=C1)C1=C(C=C(N=N1)NC=1N=CC(=NC1)C#N)NCC1CCNCC1